C(=O)=[Ru]O carbonyl-ruthenium hydroxide